FC=1C=C(C=C(C1)F)[C@@H]1CCN2N1C(C1(C2)CCN(CC1)C1=CC=NC2=CC(=CC=C12)C)=O (S)-7'-(3,5-difluorophenyl)-1-(7-methylquinolin-4-yl)dihydro-1'H,3'H,5'H-spiro[piperidine-4,2'-pyrazolo[1,2-a]pyrazol]-1'-one